1,1,3,3-tetraethoxy-1,3-dimethyldisiloxane C(C)O[Si](O[Si](C)(OCC)OCC)(C)OCC